ClC=1C=C2C(=NC(=NC2=C(C1C1=CC(=CC2=CC=CC=C12)O)F)N1CC(C1)N(C)C)C1CCNCC1 (R or S)-4-(6-chloro-2-(3-(dimethylamino)azetidin-1-yl)-8-fluoro-4-(piperidin-4-yl)quinazolin-7-yl)naphthalen-2-ol